Cl.N1=NN=C(C=C1)N triazin-4-amine hydrochloride salt